O1CCC2=C1C=CC(=C2)N2CC(CC2)CN (1-(2,3-dihydrobenzofuran-5-yl)pyrrolidin-3-yl)methanamine